(R)-(1-(4-fluorophenyl)-6-((2-methyl-2H-1,2,3-triazol-4-yl)sulfonyl)-4,4a,5,6,7,8-hexahydro-1H-pyrazolo[3,4-g]isoquinolin-4a-yl)(thiazol-2-yl)methanone FC1=CC=C(C=C1)N1N=CC2=C1C=C1CCN(C[C@]1(C2)C(=O)C=2SC=CN2)S(=O)(=O)C2=NN(N=C2)C